N-(2-hydroxy-5-(1-oxo-6-(2-(pyrimidin-2-yl)-4-(trifluoromethyl)phenyl)-3,4-dihydroisoquinolin-2(1H)-yl)phenyl)methanesulfonamide benzyl-(1-hydroxyhexan-2-yl)carbamate C(C1=CC=CC=C1)N(C(O)=O)C(CO)CCCC.OC1=C(C=C(C=C1)N1C(C2=CC=C(C=C2CC1)C1=C(C=C(C=C1)C(F)(F)F)C1=NC=CC=N1)=O)NS(=O)(=O)C